5-(difluoromethyl)-6-(3-methylimidazo[4,5-c]pyridin-7-yl)-3-[4-(morpholinomethyl)anilino]pyrazine-2-carboxamide FC(C=1N=C(C(=NC1C=1C2=C(C=NC1)N(C=N2)C)C(=O)N)NC2=CC=C(C=C2)CN2CCOCC2)F